4-(4-bromo-6-chloro-3-quinolinyl)piperazine-1-carboxylic acid tert-butyl ester C(C)(C)(C)OC(=O)N1CCN(CC1)C=1C=NC2=CC=C(C=C2C1Br)Cl